3-((Methylsulfinyl)methyl)piperidine-1-carboxylic acid tert-butyl ester C(C)(C)(C)OC(=O)N1CC(CCC1)CS(=O)C